6-(2-oxa-6-azaspiro[3.3]heptan-6-yl)quinoline-4-carboxylic acid C1OCC12CN(C2)C=2C=C1C(=CC=NC1=CC2)C(=O)O